CNC(=O)C=1C(=C(C=CC1)N1CC(C1)OC1=CC=C(C=C1)NC(=O)NC=1C=NC=CC1)C1=CC=CC=C1 N-methyl-6-(3-(4-(3-(pyridine-3-yl)ureido)phenoxy)azetidin-1-yl)-[1,1'-biphenyl]-2-carboxamide